2-(difluoromethoxy)-4-methoxy-6,7-dihydro-5H-pyrrolo[3,4-d]pyrimidine hydrochloride Cl.FC(OC=1N=C(C2=C(N1)CNC2)OC)F